[Si](C)(C)(C(C)(C)C)OC(C(F)(F)F)C=1C(=C2C(=NN(C2=CC1)C)NC1=CC(=NC=C1C(CC([2H])([2H])[2H])=O)NC(=O)C1CC1)OC N-(4-((5-(1-((tert-butyldimethylsilyl)oxy)-2,2,2-trifluoroethyl)-4-methoxy-1-methyl-1H-indazol-3-yl)amino)-5-(propanoyl-3,3,3-d3)pyridin-2-yl)cyclopropanecarboxamide